C(C1=CC=C(C=C1)N)C1=CC=C(C=C1)N 4,4'-methylenebis(phenylamine)